3-Fluoro-5-(1-phenyl-d5-1H-pyrazol-4-yl)benzyl-carbamic acid tert-butyl ester C(C)(C)(C)OC(NCC1=CC(=CC(=C1)C=1C=NN(C1)C1=C(C(=C(C(=C1[2H])[2H])[2H])[2H])[2H])F)=O